2-[4-(2-chlorophenyl)-2-oxo-chromen-7-yl]oxy-N,N-dimethyl-propanamide ClC1=C(C=CC=C1)C1=CC(OC2=CC(=CC=C12)OC(C(=O)N(C)C)C)=O